C(C)(=O)N1[C@@H](CN(CC1)C(=O)C1=CC=C(C(=O)N2C[C@H]([C@@H](C2)C(=O)N[C@@H]2[C@H](C2)C2=CC=CC=C2)C(=O)N[C@@H]2[C@H](C2)C2=CC=CC=C2)C=C1)C(NCCCCCCCCCCCCCC)=O (3S,4S)-1-(4-((S)-4-acetyl-3-(tetradecylcarbamoyl)piperazine-1-carbonyl)benzoyl)-N3,N4-bis((1S,2R)-2-phenylcyclopropyl)pyrrolidine-3,4-dicarboxamide